C(=O)O.CN(C1=CC=C2C(=C3C(O2)=CC=CC(=C3)NC(=O)C3=NNC=C3)C1)C N-(N,N-dimethyl-2-aminocyclohepta[b]benzofur-9-yl)pyrazole-3-carboxamide formate